(R)-1-(tert-Butyl)-6-methyl-3,4-dipropyl-5,6-dihydropyridine-2(1H)-one C(C)(C)(C)N1C(C(=C(C[C@H]1C)CCC)CCC)=O